C(C=C)C1=C(CNC2=CC=C(C=C2)Br)C=CC=C1 N-(2-allyl-benzyl)-4-bromoaniline